O=C1NC(CCC1N1C(N(C2=C1C=CC=C2CN2CCC(CC2)N(C)CC2CCC(CC2)NC(OC(C)(C)C)=O)C)=O)=O Tert-butyl N-[4-[[[1-[[1-(2,6-dioxo-3-piperidyl)-3-methyl-2-oxo-benzimidazol-4-yl]methyl]-4-piperidyl]-methyl-amino]methyl]cyclohexyl]carbamate